N-(5-chloro-2-(2-hydroxyethoxy)phenyl)thiophene-2-carboxamide ClC=1C=CC(=C(C1)NC(=O)C=1SC=CC1)OCCO